copper indium gallium germanium [Ge].[Ga].[In].[Cu]